C(C)NC1=C(C(=O)O)C=CC(=C1)N1C=CC=2C1=NC(=CN2)C=2C=C1C=NN(C1=CC2)C 2-(Ethylamino)-4-(3-(1-methyl-1H-indazol-5-yl)-5H-pyrrolo[2,3-b]pyrazin-5-yl)benzoic Acid